4-hydroxy-1,2,3,5,6-pentamethylpiperidine OC1C(C(N(C(C1C)C)C)C)C